(S)-N-(3-(N-(tert-butyl)sulfamoyl)phenyl)-4-((2-hydroxy-1-methylethyl)sulfonamido)-2-(6-azaspiro[2.5]octan-6-yl)benzamide C(C)(C)(C)NS(=O)(=O)C=1C=C(C=CC1)NC(C1=C(C=C(C=C1)NS(=O)(=O)[C@H](CO)C)N1CCC2(CC2)CC1)=O